CN1N=NC(=C1NC(O[C@H](C)C=1C(=NC=CC1)Cl)=O)C=1C=CC2=C(OCC(N2)=O)C1 (R)-1-(2-chloropyridin-3-yl)ethyl (1-methyl-4-(3-oxo-3,4-dihydro-2H-benzo[b][1,4]-oxazin-7-yl)-1H-1,2,3-triazol-5-yl)-carbamate